COC(C1=C(N=C(C(=C1)F)Cl)Cl)=O 2,6-dichloro-5-fluoronicotinic acid methyl ester